4-[(3-chloro-4-fluoro-phenyl)amino]-7-(2-{4-[(S)-(2-oxo-tetrahydrofuran-5-yl)carbonyl]-piperazin-1-yl}-ethoxy)-6-[(vinylcarbonyl)amino]-quinazoline ClC=1C=C(C=CC1F)NC1=NC=NC2=CC(=C(C=C12)NC(=O)C=C)OCCN1CCN(CC1)C(=O)[C@@H]1CCC(O1)=O